2-(2-(4,4,5,5-tetramethyl-1,3,2-dioxaborolan-2-yl)triphenylen-7-yl)pyrimidine CC1(OB(OC1(C)C)C1=CC=2C3=CC=CC=C3C3=CC(=CC=C3C2C=C1)C1=NC=CC=N1)C